3-[2-amino-5-(trifluoromethyl)anilino]propan-1-ol NC1=C(NCCCO)C=C(C=C1)C(F)(F)F